FC=1C=CC=C2[C@@H](N(C(=NC12)N1CCN(CC1)C1=CC(=CC=C1)OC)C1=C(C=CC(=C1)C(F)(F)F)OC)CC(=O)[O-].[Na+] Sodium (S)-{8-fluoro-2-[4-(3-methoxyphenyl)-piperazin-1-yl]-3-[2-methoxy-5-(trifluoromethyl)phenyl]-3,4-dihydroquinazolineyl}acetate